C(CC)(=O)OC(CC)=O propanoic acid, anhydride